(5-((1R,3R,5S)-3-amino-8-azabicyclo[3.2.1]oct-3-yl)-9-(4-chloro-2-methyl-2H-indazol-5-yl)-7H-imidazo[1,2-c]pyrrolo[3,2-e]pyrimidin-7-yl)methanol NC1(C[C@H]2CC[C@@H](C1)N2)C2=NC1=C(C=3N2C=CN3)C(=CN1CO)C1=C(C3=CN(N=C3C=C1)C)Cl